O=C1NC(CCC1N1C(C2=CC=C(C=C2C1=O)OCCCC=O)=O)=O 4-[[2-(2,6-dioxopiperidin-3-yl)-1,3-dioxoisoindol-5-yl]oxy]butanal